N1=CN=C(C2=C1NC=C2)NC=2C=C(C=CC2OC2CCOCC2)C#CC(C)(O)C2SCCN2 4-(3-((7H-pyrrolo[2,3-d]pyrimidin-4-yl)amino)-4-((tetrahydro-2H-pyran-4-yl)oxy)phenyl)-2-(thiazolidin-2-yl)but-3-yn-2-ol